methyl 4-(1-(2-fluoroethyl)-4-(trifluoromethyl)-1H-imidazol-2-yl)benzoate FCCN1C(=NC(=C1)C(F)(F)F)C1=CC=C(C(=O)OC)C=C1